C(C)(C)(C)OC(=O)N(C=1C=CC(N(C1)CC(=O)OCC)=O)CCCCCCCCCCCN1C(C2=CC=CC=C2C1=O)=O 1-Ethyl 2-(5-((tert-butoxycarbonyl)(11-(1,3-dioxoisoindolin-2-yl) undecyl)amino)-2-oxopyridin-1(2H)-yl)acetate